(R)-3-(3-Chloro-4-hydroxyphenyl)-1-(8,9-difluoro-6-oxo-1,4,5,6-tetrahydro-2H-pyrano[3,4-c]isoquinolin-1-yl)-1-methylurea ClC=1C=C(C=CC1O)NC(N(C)[C@H]1COCC=2NC(C=3C=C(C(=CC3C21)F)F)=O)=O